FC1=C(C=C2CNCC(C2=O)=CC2=C(C=CC=C2)F)C=CC=C1 3,5-bis(2-fluorobenzylidene)-4-piperidone